Ethyl Fluoroacetat FCC(=O)OCC